(S)-6-((3-fluorobenzyl)oxy)-10,10a-dihydro-1H-oxazolo[3',4':3,4]imidazo[1,2-c]pyrimidin-8(3H)-one FC=1C=C(COC=2C=C3N(C(N2)=O)C[C@@H]2N3COC2)C=CC1